rac-ethyl 2-(4,7-dichloro-6-(4-((4-(2-hydroxyethyl)piperidin-1-yl)methyl)phenyl)-2H-indazol-2-yl)-2-((R)-6-fluoro-6,7-dihydro-5H-pyrrolo[1,2-c]imidazol-1-yl)acetate ClC=1C2=CN(N=C2C(=C(C1)C1=CC=C(C=C1)CN1CCC(CC1)CCO)Cl)[C@@H](C(=O)OCC)C1=C2N(C=N1)C[C@@H](C2)F |&1:27|